C1(CC1)C1=CC=C(C=C1)N1N=C(C(C1=O)C(=O)NC1=CC(=CC=C1)C(C)(F)F)C 1-(4-Cyclopropylphenyl)-N-(3-(1,1-difluoroethyl)phenyl)-3-methyl-5-oxo-4,5-dihydro-1H-pyrazole-4-carboxamide